COC(/C(/C(=O)C1=C(C=CC=C1F)Br)=N/NC1=CC=C(C=C1)OC(F)(F)F)=O (E)-3-(2-bromo-6-fluoro-phenyl)-3-oxo-2-[[4-(trifluoromethoxy)phenyl]hydrazono]propanoic acid methyl ester